C(C)(C)(C)OC(=O)N1C[C@H](CC1)C(C(=O)O)CC1=CC(=CC=C1)C#C 2-[(3R)-1-tert-butoxycarbonylpyrrolidin-3-yl]-3-(3-ethynylphenyl)propionic acid